[Cl-].[Na+].[Cl-].O=C[C@H](O)[C@@H](O)[C@H](O)[C@H](O)CO glucose chloride Sodium Chloride